ClC1=CC2=C(C=C3N2C(=NN(C3=O)CC(=O)N[C@H]3CN(CC3)C)C(C)C)S1 (R)-2-(2-Chloro-5-isopropyl-8-oxothieno[2',3':4,5]pyrrolo[1,2-d][1,2,4]triazin-7(8H)-yl)-N-(1-methylpyrrolidin-3-yl)acetamid